FC1=CC=C(C=C1)CC1C(NC1)=O 3-[(4-fluorophenyl)methyl]azetidin-2-one